4-{[6-(5-chloro-2-fluorophenyl)-2h,3h,4h-pyrido[3,2-b][1,4]oxazin-8-yl]amino}-N-(1-methylpiperidin-4-yl)pyridine-3-carboxamide ClC=1C=CC(=C(C1)C=1C=C(C=2OCCNC2N1)NC1=C(C=NC=C1)C(=O)NC1CCN(CC1)C)F